2-methylpyrimidin-5-carbohydrazide CC1=NC=C(C=N1)C(=O)NN